O1N=C(C=C1)COC1=C(C=C2C=C(NC2=C1)CNC(=O)C1(CC1)C)SC N-({6-[(3-isoxazolyl)methoxy]-5-(methylthio)-2-indolyl}methyl)1-methylcyclopropanecarboxamide